C12(CC3CC(CC(C1)C3)C2)CCN2CC3CCC(C2)N3C3=C2C(N(C(=NC2=CC=C3)C)C3C(NC(CC3)=O)=O)=O 3-(5-(3-(2-((3r,5r,7r)-adamantan-1-yl)ethyl)-3,8-diazabicyclo[3.2.1]octan-8-yl)-2-methyl-4-oxoquinazolin-3(4H)-yl)piperidine-2,6-dione